6-(8-((5-chloro-6-methoxypyridin-3-yl)sulfonyl)-8-azaspiro[4.5]decan-2-yl)-2-oxa-6-azaspiro[3.3]heptane ClC=1C=C(C=NC1OC)S(=O)(=O)N1CCC2(CCC(C2)N2CC3(COC3)C2)CC1